2'-chloro-5'-methoxy-N-(5-(2-methoxy-6-(trifluoromethyl)nicotinoyl)-5,6-dihydro-4H-pyrrolo[3,4-d]thiazol-2-yl)-6-methyl-[4,4'-bipyridine]-3-carboxamide ClC1=NC=C(C(=C1)C1=C(C=NC(=C1)C)C(=O)NC=1SC2=C(N1)CN(C2)C(C2=C(N=C(C=C2)C(F)(F)F)OC)=O)OC